(R)-N-(3-(2-chloro-5-fluorophenyl)-6-(5-cyano-[1,2,4]triazolo[1,5-a]pyridin-6-yl)-1-oxoisoindolin-4-yl)-3-fluoro-5-(trifluoromethyl)benzamide ClC1=C(C=C(C=C1)F)[C@@H]1NC(C2=CC(=CC(=C12)NC(C1=CC(=CC(=C1)C(F)(F)F)F)=O)C=1C=CC=2N(C1C#N)N=CN2)=O